Pentabromophenyl allyl ether C(C=C)OC1=C(C(=C(C(=C1Br)Br)Br)Br)Br